ClC=1C=NC(=C(C(=O)NC2CCC(CC2)CN2C(N(C=3C2=NC=CC3)C3=C(C=CC(=C3)F)Cl)=O)C1)C(F)F 5-chloro-N-((1r,4r)-4-((1-(2-chloro-5-fluorophenyl)-2-oxo-1H-imidazo[4,5-b]pyridin-3(2H)-yl)methyl)cyclohexyl)-2-(difluoromethyl)nicotinamide